N-(4-(5-(2-(3-Hydroxyazetidin-1-yl)-6-methylpyrimidin-4-yl)-1,3,4-oxadiazol-2-yl)-3-(6-azaspiro[2.5]octan-6-yl)phenyl)-2-hydroxyethane-1-sulfonamide OC1CN(C1)C1=NC(=CC(=N1)C1=NN=C(O1)C1=C(C=C(C=C1)NS(=O)(=O)CCO)N1CCC2(CC2)CC1)C